CC(CC)C1=CC(=C(C(=C1NC(=O)NS(=O)(=O)C1=C(N=C(S1)C(C)(C)O)CO)C(C)C)F)C#N [6-(butan-2-yl)-4-cyano-3-fluoro-2-(propan-2-yl)phenyl]-3-[4-(hydroxymethyl)-2-(2-hydroxypropan-2-yl)-1,3-thiazole-5-sulfonyl]urea